FC1=CC=C(C=C1)N1N=NC(=C1COC1=NC=2CCN(CC2C=C1)C(=O)C1COC1)C 2-{[1-(4-fluorophenyl)-4-methyl-1H-1,2,3-triazol-5-yl]methoxy}-6-(oxetan-3-carbonyl)-5,6,7,8-tetrahydro-1,6-naphthyridine